(S)-tert-Butyl 4-(4-(3-(1H-indol-3-yl)-2-(4-methylphenylsulfonamido)propanamido)phenyl)piperazine-1-carboxylate N1C=C(C2=CC=CC=C12)C[C@@H](C(=O)NC1=CC=C(C=C1)N1CCN(CC1)C(=O)OC(C)(C)C)NS(=O)(=O)C1=CC=C(C=C1)C